2,2'-hexane-1,6-diyl-dioxirane C(CCCCCC1OC1)C1OC1